N[C@H](C(=O)N[C@H](C(=O)NC1=CC=C(C=C1)CO)CCCNC(=O)N)C(C)C (2S)-2-(((2S)-2-amino-3-methyl-butyryl)amino)-N-(4-(hydroxymethyl)phenyl)-5-ureido-pentanamide